methyl 3-(2-pyrrolyl)propanoate N1C(=CC=C1)CCC(=O)OC